ClC1=C(N=C(NC1=O)C1=CC(=NC=C1)F)N1CCN(CC(C1)(F)F)CC(=O)N 2-[4-[5-chloro-2-(2-fluoro-4-pyridinyl)-6-oxo-1H-pyrimidin-4-yl]-6,6-difluoro-1,4-diazepan-1-yl]acetamide